ClC=1C(=NC(=NC1)N[C@@H]1CN(CCC1)C(C)=O)C=1C=C(C=CC1)C1=CC=C(C=C1)F (S)-1-(3-((5-chloro-4-(4'-fluoro-[1,1'-biphenyl]-3-yl)pyrimidin-2-yl)amino)piperidin-1-yl)ethan-1-one